iron monooxide [O-2].[Fe+2]